ClC=1C(=NC(=NC1)N[C@@H]1C[C@H]2CO[C@@H](C1)O2)C2=C(C1=NC=C(C(=C1S2)C)C(C)(C)O)Cl (1S,3R,4S,5R)-3-((5-chloro-4-(3-chloro-6-(2-hydroxypropan-2-yl)-7-methylthieno[3,2-b]pyridin-2-yl)pyrimidin-2-yl)amino)-6,8-dioxabicyclo[3.2.1]octan